[O-]S(=O)(=O)C(F)(F)F.FC(S(=O)(=O)[N+]=1N=CN(C1)C)(F)F trifluoromethanesulfonyl-4-methyl-1,2,4-triazolium triflate